C(CCC)OCCOCCOC1=CSC=C1OCCOCCOCCCC 3,4-bis(2-(2-butoxyethoxy)ethoxy)thiophene